N[C@@H]1C[C@H](CC1)NC=1C(=NC=CN1)C=1C=CC(NC1)=O 5-((((1s,3s)-3-aminocyclopentyl)amino)pyrazin-2-yl)pyridin-2(1H)-one